CC(C)C1=CC=C(C=N1)N1N=C2C(=C1)C(NC2)=O 2-(6-(propan-2-yl)pyridin-3-yl)-5,6-dihydropyrrolo[3,4-c]pyrazol-4(2H)-one